C1(CCCCC1)C(CC(=O)O)CCC 3-cyclohexyl-hexanoic acid